BrC1=CC=C2C(N(C(=NC2=C1)[C@H](CC1=CC(=CC(=C1)F)F)NC(OC(C)(C)C)=O)C1=CC=C(C=C1)C1CC1)=O tert-butyl (S)-(1-(7-bromo-3-(4-cyclopropylphenyl)-4-oxo-3,4-dihydroquinazolin-2-yl)-2-(3,5-difluorophenyl)ethyl)carbamate